CN(CCCOC1=NC2=C(C(=C(C=C2C(=N1)N1C[C@H]2CC[C@@H](C1)N2C(=O)OC(C)(C)C)C)C2=CC(=CC1=CC=CC=C21)O)F)C tert-butyl (1R,5S)-3-((R or S)-2-(3-(dimethylamino) propoxy)-8-fluoro-7-(3-hydroxynaphthalen-1-yl)-6-methylquinazolin-4-yl)-3,8-diazabicyclo[3.2.1]octane-8-carboxylate